3-isopropyl-2-(4-(trifluoromethyl)benzyl)-3H-imidazo[4,5-b]pyridin-5-amine C(C)(C)N1C(=NC=2C1=NC(=CC2)N)CC2=CC=C(C=C2)C(F)(F)F